ClC=1C(=C(C#N)C=CC1)NC(C)=CC(C=1C(=NC=C(C1Cl)Cl)Cl)=O 3-chloro-2-((4-oxo-4-(2,4,5-trichloropyridin-3-yl)but-2-en-2-yl)amino)benzonitrile